(2R)-N-(2-(2-chlorophenyl)-3-(4-chlorophenyl)-5,6,7,8-tetrahydro-2H-oxepino[3,2-c]pyrazol-8-yl)-1-((4-chlorophenyl)sulfonyl)pyrrolidine-2-carboxamide ClC1=C(C=CC=C1)N1N=C2C(=C1C1=CC=C(C=C1)Cl)OCCCC2NC(=O)[C@@H]2N(CCC2)S(=O)(=O)C2=CC=C(C=C2)Cl